NC1=NC(=C(C=2N1C(N(N2)CC2=CN=CN2)=O)C2=CC(=NC(=C2)C)C)C2=CC=CC=C2 5-amino-8-(2,6-dimethyl-4-pyridinyl)-2-(1H-imidazol-5-ylmethyl)-7-phenyl-[1,2,4]triazolo[4,3-c]pyrimidin-3-one